C[C@]1(C[C@]2(CN(C(O2)=O)C2=NC=C(C=C2)C(F)(F)F)CCC1)CN1C=NC2=C1C=C(C=C2)C#N 1-({(5s,7s)-7-methyl-2-oxo-3-[5-(trifluoromethyl)-2-pyridinyl]-1-oxa-3-azaspiro[4.5]decan-7-yl}methyl)-1H-benzimidazole-6-carbonitrile